OCC#CC1=C2CN(C(C2=CC=C1)=O)C1C(NC(CC1)=O)=O 3-(4-(3-hydroxyprop-1-yn-1-yl)-1-oxoisoindol-2-yl)piperidine-2,6-dione